C1(=C(C=CC=C1)[I+]C(C)(C)C1=CC=CC=C1)C.B(OC1=C(C(=C(C(=C1F)F)F)F)F)([O-])[O-].C1(=C(C=CC=C1)[I+]C(C)(C)C1=CC=CC=C1)C (pentafluorophenyl) borate toluyl-cumyliodonium salt